Dichloro-diMethylsilyl-(3-(1-phenylethyl)-indenyl)(tetramethylcyclopentadienyl)zirconium (IV) ClC([SiH](C)[Zr+](C1(C(=C(C(=C1)C)C)C)C)C1C=C(C2=CC=CC=C12)C(C)C1=CC=CC=C1)Cl